CC(C)C1=C(C(=C2C(=C1)C(=O)C[C@@H]3[C@@]2(CCCC3(C)C)CO)O)O The molecule is an abietane diterpenoid that is 11-hydroxysugiol in which one of the hydrogens of the methyl group attached to a ring junction has been replaced by a hydroxy group. It has a role as an antioxidant and a plant metabolite. It is a carbotricyclic compound, a meroterpenoid, an abietane diterpenoid, a member of catechols, a primary alcohol and a cyclic terpene ketone. It derives from a ferruginol, an 11-hydroxysugiol and an 11,20-dihydroxyferruginol.